FC1=CC=C(C=C1)C=1C=C2C(=NC=NC2=C(C1)C=1CCN(CC1)C(=O)OC(C)(C)C)N[C@H](C)C=1C=NC(=NC1)C(F)(F)F (R)-tert-butyl 4-(6-(4-fluorophenyl)-4-((1-(2-(trifluoromethyl) pyrimidin-5-yl) ethyl) amino) quinazolin-8-yl)-3,6-dihydropyridine-1(2H)-carboxylate